NC1=NC=C(C2=C1C=NN2COCC[Si](C)(C)C)NC(C(=O)N2[C@@H](C[C@H]([C@H](C2)C)OC)C2=CC=C(C=C2)F)=O |&1:25| rac-N-(4-amino-1-((2-(trimethylsilyl)ethoxy)methyl)-1H-pyrazolo[4,3-c]pyridin-7-yl)-2-((2S,5S)-2-(4-fluorophenyl)-4-methoxy-5-methylpiperidin-1-yl)-2-oxoacetamide